2-[2-[2-[2-[2-[2-(4-methylphenyl)sulfonyloxy-ethoxy]ethoxy]ethoxy]ethoxy]ethoxy]ethyl 4-methylbenzenesulfonate CC1=CC=C(C=C1)S(=O)(=O)OCCOCCOCCOCCOCCOCCOS(=O)(=O)C1=CC=C(C=C1)C